O1CCC2=C1C(=CC=C2)CC2=CN=C1C(=NC(=NN12)OC[C@H]1N(CCC1)C)O (S)-7-((2,3-dihydrobenzofuran-7-yl)methyl)-2-((1-methylpyrrolidin-2-yl)methoxy)imidazo[2,1-f][1,2,4]triazin-4-ol